C(C1CO1)N(CC1=CC(=CC=C1)CN(CC1CO1)CC1CO1)CC1CO1 N,N,N',N'-Tetrakis(2,3-epoxypropyl)-m-xylene-α,α'-diamine